NC=1N=C(C(=NC1SC1=C(C(=NC=C1)N)Cl)C#N)N1CCC2(CC1)CC1=CC=CC=C1[C@H]2N 5-amino-6-[(2-amino-3-chloropyridin-4-yl)sulfanyl]-3-[(3S)-3-amino-1,3-dihydrospiro[indene-2,4'-piperidine]-1'-yl]pyrazine-2-carbonitrile